1-(tert-butyl) 2-methyl (2R,4S)-4-cyanopyrrolidine-1,2-dicarboxylate C(#N)[C@H]1C[C@@H](N(C1)C(=O)OC(C)(C)C)C(=O)OC